3-chloro-7,8-dihydropyrido[4,3-c]Pyridazine ClC1=CC2=C(N=N1)CCN=C2